4-((2-(5-(2-(diisopropylcarbamoyl)-4-fluorophenoxy)pyrimidin-4-yl)-2,7-Diazaspiro[3.5]nonan-7-yl)methyl)-4-fluoropiperidine-1-carboxylic acid tert-butyl ester C(C)(C)(C)OC(=O)N1CCC(CC1)(F)CN1CCC2(CN(C2)C2=NC=NC=C2OC2=C(C=C(C=C2)F)C(N(C(C)C)C(C)C)=O)CC1